(phenyltriphenyleneyl)biphenyl C1(=CC=CC=C1)C1=C(C=2C3=CC=CC=C3C3=CC=CC=C3C2C=C1)C1=C(C=CC=C1)C1=CC=CC=C1